FC=1C=CC(NC1)=O 5-fluoro-2-oxo-1H-pyridin